C(C)OC(C=C1CC2(C1)CCN(CC2)C(=O)OC(C)(C)C)=O tert-butyl 2-(2-ethoxy-2-oxo-ethylidene)-7-azaspiro[3.5]nonane-7-carboxylate